N1=C2C(=CC=C1)CC1=CC=CC=C12 indeno[1,2-b]pyridine